CN(C(C)=O)CCCCNCC(=O)O 2-{[4-(N-methylacetamido)butyl]amino}acetic acid